CC1(OC=2C=C(C=C(C2[C@H]2[C@H]1CCC(=C2)C)O)CCC)C (6aR,10aR)-6,6,9-trimethyl-3-propyl-6a,7,8,10a-tetrahydro-6H-benzo[c]chromen-1-ol